ClC1=CC=NC2=CC=C(C=C12)C1=NC=C(C=C1)C(F)(F)F 4-chloro-6-(5-(trifluoromethyl)pyridin-2-yl)quinoline